FC(C(C1=CC=CC=C1)OC(N[C@H](C(=O)N[C@@H](C[C@@H]1C(NCC1)=O)C(C(=O)NCC)O)CCCC)=O)(C1=CC(=CC=C1)F)F ((2S)-1-(((2S)-4-(ethylamino)-3-hydroxy-4-oxo-1-((R)-2-oxopyrrolidin-3-yl)butan-2-yl)amino)-1-oxohexane-2-yl)carbamic acid 2,2-difluoro-2-(3-fluorophenyl)-1-phenylethyl ester